N-(3-methoxybenzyl)-3-((2-(3-methoxybenzyloxy)ethoxy)methyl)-N-(3-morpholinobenzyl)aniline COC=1C=C(CN(C2=CC(=CC=C2)COCCOCC2=CC(=CC=C2)OC)CC2=CC(=CC=C2)N2CCOCC2)C=CC1